1-dodecyl-1-ethylpiperidinium methanesulfonate CS(=O)(=O)[O-].C(CCCCCCCCCCC)[N+]1(CCCCC1)CC